FC(COC1=CC=CC2=C1C(N1C(CO2)CCC1)=O)(F)F 6-(2,2,2-trifluoroethoxy)-2,3,11,11a-tetrahydro-1H,5H-benzo[f]pyrrolo[2,1-c][1,4]oxazepin-5-one